C12(CC3CC(CC(C1)C3)C2)N/C(=N/S(=O)(=O)C2=CC=C(C=C2)OC(F)(F)F)/N=C\2/NCCCC2 N-((Z)-(((3s,5s,7s)-adamantan-1-yl)amino)(((E)-piperidin-2-ylidene)amino)methylene)-4-(trifluoromethoxy)benzenesulfonamide